FC1=CC=NC=C1C(=O)NCCCCCN1CCN(CC1)C(C1=C(C=CC(=C1)CC1=NNC(C2=CC=CC=C12)=O)F)=O 4-fluoro-N-(5-(4-(2-fluoro-5-((4-oxo-3,4-dihydro-phthalazin-1-yl)methyl)benzoyl)piperazin-1-yl)pentyl)nicotinamide